3-amino-1-methylcyclobutan-1-ol hydrochloride Cl.NC1CC(C1)(O)C